(S)-4-isopropyl-3-methyl-5-(8-methyl-[1,2,4]triazolo[1,5-a]pyridin-6-yl)-2-(1-prolylpiperidin-4-yl)-6H-thieno[2,3-b]pyrrole C(C)(C)C=1C2=C(NC1C=1C=C(C=3N(C1)N=CN3)C)SC(=C2C)C2CCN(CC2)C([C@H]2NCCC2)=O